4-bromo-N-(3-ethyl-3-hydroxycyclobutyl)-3-methylbenzenesulfonamide BrC1=C(C=C(C=C1)S(=O)(=O)NC1CC(C1)(O)CC)C